N-[2-chloro-4-[[(2,4-diamino-6-pteridinyl)methyl]amino]benzoyl]L-aspartic acid monohydrate O.ClC1=C(C(=O)N[C@@H](CC(=O)O)C(=O)O)C=CC(=C1)NCC=1N=C2C(=NC(=NC2=NC1)N)N